ClC=1C(=NC(=C(C1CC)Cl)N1CCN(CCC1)C)SC(C(=O)N)C1=CC=CC=C1 2-((3,5-dichloro-4-ethyl-6-(4-methyl-1,4-diazepan-1-yl)pyridin-2-yl)thio)-2-phenylacetamide